P(=O)(O)([O-])[O-].[K+].[K+].O water dipotassium hydrogen phosphate